C(C)(C)(C)OC(=O)NCC1=C(C=C(CCNC(OCC2C3=CC=CC=C3C=3C=CC=CC23)=O)C=C1)CO (9H-fluoren-9-yl)methyl (4-(((tert-butoxycarbonyl)amino)methyl)-3-(hydroxyl methyl)phenethyl)carbamate